C1(=CC=CC=2C3=CC=CC=C3CC12)OC(C=C)=O fluorenylacrylate